C(C1=CC=CC=C1)N1OC[C@]2([C@@H]1CN(C2)C(=O)OCC)C Cis-Ethyl 1-benzyl-3a-methyltetrahydro-1H-pyrrolo[3,4-c]isoxazole-5(3H)-carboxylate